ClC1=C(C(=O)OC(C)C)C=C(C(=N1)Cl)F isopropyl 2,6-dichloro-5-fluoronicotinate